5-chloro-2-(difluoromethyl)-N-((1r,4r)-4-((3-(3-(1-methyl-1H-pyrazol-3-yl)phenyl)-2-oxo-2,3-dihydro-1H-benzo[d]imidazol-1-yl)methyl)cyclohexyl)nicotinamide ClC=1C=NC(=C(C(=O)NC2CCC(CC2)CN2C(N(C3=C2C=CC=C3)C3=CC(=CC=C3)C3=NN(C=C3)C)=O)C1)C(F)F